3-[[1-[2-[4-[[8-[3-(cyanomethyl)-3-(4-ethylpyrazol-1-yl)azetidin-1-yl]-[1,2,4]triazolo[1,5-a]pyridin-2-yl]amino]pyrazol-1-yl]acetyl]-4-piperidyl]amino]-2,2-dimethyl-propanenitrile C(#N)CC1(CN(C1)C=1C=2N(C=CC1)N=C(N2)NC=2C=NN(C2)CC(=O)N2CCC(CC2)NCC(C#N)(C)C)N2N=CC(=C2)CC